2-[4-(2-Amino-[1,2,4]triazolo[1,5-a]pyridin-7-yl)pyrazol-1-yl]-N-[4-[chloro(difluoro)methoxy]phenyl]acetamide NC1=NN2C(C=C(C=C2)C=2C=NN(C2)CC(=O)NC2=CC=C(C=C2)OC(F)(F)Cl)=N1